3,4-dihydro-2H-pyran-3,4-diol O1CC(C(C=C1)O)O